4-fluoro-1-(2-((R)-3-((6-(2-hydroxy-4-(trifluoromethyl)phenyl)-5-methylpyridazin-3-yl)amino)piperidin-1-yl)ethyl)pyrrolidin-3-ol FC1C(CN(C1)CCN1C[C@@H](CCC1)NC=1N=NC(=C(C1)C)C1=C(C=C(C=C1)C(F)(F)F)O)O